N-(4-methoxy-6-methyl-3H-imidazo[4,5-c]pyridin-2-yl)-2-((1s,4s)-4-methoxycyclohexanecarbonyl)hydrazinecarbothioamide COC1=NC(=CC2=C1NC(=N2)NC(=S)NNC(=O)C2CCC(CC2)OC)C